BrC=1C=C(C2=C(C(=CO2)C(=O)OCC)C1)CN1CC(CC1)(F)F ethyl 5-bromo-7-((3,3-difluoropyrrolidin-1-yl)methyl)benzofuran-3-carboxylate